ClC=1C=C(C=CC1C#N)C1N(C=CC(C1)=O)C(=O)OCC1=CC=CC=C1 benzyl 2-(3-chloro-4-cyanophenyl)-4-oxo-2,3-dihydropyridine-1-carboxylate